CS(=O)(=O)N1CC2=C(CC1)NN=C2C=O (5-(methylsulfonyl)-4,5,6,7-tetrahydro-1H-pyrazolo[4,3-c]pyridin-3-yl)methanone